3-amino-2,6-dichloro-4-((3-methoxybenzyl)aminomethylsulfonyl)benzoic acid NC=1C(=C(C(=O)O)C(=CC1S(=O)(=O)CNCC1=CC(=CC=C1)OC)Cl)Cl